NC1=NC(=C(C(=N1)CCC#N)CC1=C(C=CC=C1)OC)Cl 3-(2-amino-6-chloro-5-(2-methoxybenzyl)pyrimidin-4-yl)propionitrile